(R)-1-(isoquinolin-8-yl)ethan-1-amine hydrochloride Cl.C1=NC=CC2=CC=CC(=C12)[C@@H](C)N